O=C(C(C)C1CC(CC1)C(C(=O)[O-])C(=O)[O-])CC 3-(3-Oxo-2-pentyl)cyclopentylmalonate